Nonanediol dimethacrylate CC(=C)C(=O)OCCCCCCCCCOC(=O)C(=C)C